5-{4-[2-(2-ethoxyethoxy)ethoxy]Phenyl}-2-(1,4,7,10-tetraazacyclododecan-1-yl)pentanoic acid ethyl ester C(C)OC(C(CCCC1=CC=C(C=C1)OCCOCCOCC)N1CCNCCNCCNCC1)=O